tris(pentafluorophenyl)sulfonium FC1=C(C(=C(C(=C1[S+](C1=C(C(=C(C(=C1F)F)F)F)F)C1=C(C(=C(C(=C1F)F)F)F)F)F)F)F)F